SCCCC(=O)O.SCCCC(=O)O.C(O)C(C)(CO)CO trimethylolethane bis(4-mercaptobutyrate)